2-(2-(1-pyrrolidinyl)ethoxy)-4-(1-indolyl)pyrimidine N1(CCCC1)CCOC1=NC=CC(=N1)N1C=CC2=CC=CC=C12